C(C)C(CCCCC[PH2]=O)(CC)CC triethyl-hexyl-phosphine oxide